C(CC(C)C)OC=1C=C(C=CC1)C1(CCOCC1)C(=O)N[C@@H](C)C1=CC=C(C(=O)OC)C=C1 Methyl 4-[(1S)-1-[[4-(3-isopentyloxyphenyl)tetrahydropyran-4-carbonyl]amino]ethyl]benzoate